5-(isoquinolin-3-ylmethyl)-2-(5-(trifluoromethyl)pyridin-2-yl)-4,5,6,7-tetrahydro-2H-pyrazolo[4,3-c]pyridin-3-ol C1=NC(=CC2=CC=CC=C12)CN1CC=2C(CC1)=NN(C2O)C2=NC=C(C=C2)C(F)(F)F